ethynyl-5-fluoropyridine C(#C)C1=NC=C(C=C1)F